(R)-3-(5-(3-(3-Nitro-1H-pyrazolo[4,3-b]pyridin-5-yl)phenyl)isoxazol-3-yl)-3-hydroxy-1-methylpyrrolidin-2-one [N+](=O)([O-])C1=NNC=2C1=NC(=CC2)C=2C=C(C=CC2)C2=CC(=NO2)[C@]2(C(N(CC2)C)=O)O